C(C)(=O)N1C[C@@H](OCCC1)C(=O)N1[C@@H](C[C@H](C1)F)C(=O)N[C@H](C1=CC=C(C=C1)C(C)C)C1=CC=CC=C1 (2S,4R)-1-[(2R)-4-acetyl-1,4-oxazepane-2-carbonyl]-4-fluoro-N-[(S)-phenyl[4-(propan-2-yl)phenyl]methyl]pyrrolidine-2-carboxamide